C12(CCC(CC1)C2)C21CCC(CC2)C1 binorbornane